(3R)-3-amino-5-[(4-chlorophenyl)methyl]-7-[5-(4,6-dimethyl-3-pyridyl)-1,3,4-oxadiazol-2-yl]-8-fluoro-1,1-dioxo-2,3-dihydro-1lambda6,5-benzothiazepin-4-one N[C@H]1CS(C2=C(N(C1=O)CC1=CC=C(C=C1)Cl)C=C(C(=C2)F)C=2OC(=NN2)C=2C=NC(=CC2C)C)(=O)=O